COCCOC1=CC(=C2CN(C(C2=C1)=O)[C@@H]1C(NC(CC1)=O)=O)OCC1=CC=C(C=C1)CN1CCOCC1 (S)-3-(6-(2-methoxyethoxy)-4-((4-(morpholinomethyl)benzyl)oxy)-1-oxoisoindolin-2-yl)piperidine-2,6-dione